C1(=CCCC1)C=1C2=C(C=NC1OC)N(C(N2CC2=C(C=C(C=C2F)S(=O)(=O)N)F)=O)C 4-((7-(cyclopent-1-en-1-yl)-6-methoxy-3-methyl-2-oxo-2,3-dihydro-1H-imidazo[4,5-c]pyridin-1-yl)methyl)-3,5-difluorobenzenesulfonamide